FCCOCCOCC(COCCOCCF)(C)COCCOCCF 1,15-difluoro-8-((2-(2-fluoroethoxy)ethoxy)methyl)-8-methyl-3,6,10,13-tetraoxapentadecane